[Mo+2].[Zr+4].[W+4] Tungsten-Zirconium-Molybdenum (ii)